[N+](=O)([O-])C1=CC=C(C=C1)C1=NNC(=C1C1=CC=CC=C1)N 3-(4-Nitrophenyl)-4-phenyl-1H-pyrazol-5-amine